5-fluoro-4-methyl-7H-pyrrolo[2,3-d]pyrimidine FC1=CNC=2N=CN=C(C21)C